[Na+].CC(CS(=O)(=O)[O-])=C 2-methyl-2-propen-1-sulphonic acid sodium salt